(E)-2-methyl-N-(2-methylpentyl)undecane-1-imine oxide CC(\C=[N+](/CC(CCC)C)\[O-])CCCCCCCCC